C(=O)(O)[C@H](CCC(=O)NC(C(=O)NCCOCCOCC(=O)ON1C(CCC1=O)=O)(C)C)NC(CCCCCCCCCCCCCCCCC(=O)O)=O 18-[[(1S)-1-carboxy-4-[[2-[2-[2-[2-(2,5-dioxopyrrolidin-1-yl)oxy-2-oxo-ethoxy]ethoxy]ethylamino]-1,1-dimethyl-2-oxo-ethyl]amino]-4-oxo-butyl]amino]-18-oxo-octadecanoic acid